FC1=C(C=2C=NC(=NC2C=C1C1=C(C2=C(OCCN2)N=C1)C)NC=1C(=NC=CC1)OC)N 6-fluoro-N~2~-(2-methoxypyridin-3-yl)-7-(8-methyl-2,3-dihydro-1H-pyrido[2,3-b][1,4]oxazin-7-yl)quinazoline-2,5-diamine